N-(4-(4-fluorophenyl)-5-(4-methylquinazolin-6-yl)pyrimidin-2-yl)cyclopropylcarboxamide FC1=CC=C(C=C1)C1=NC(=NC=C1C=1C=C2C(=NC=NC2=CC1)C)NC(=O)C1CC1